[N+](=O)([O-])C1=C2C=CN=CC2=C(C=C1)B(O)O 5-NITROISOQUINOLINE-8-BORONIC ACID